C(C)C1=C(OC(C(=O)O)(C)C)C(=CC(=C1)CN1N=CN(C1=O)C1=CC=C(C=C1)C(F)(F)F)CC 2-(2,6-Diethyl-4-((5-oxo-4-(4-(tri-fluoromethyl)phenyl)-4,5-dihydro-1H-1,2,4-triazol-1-yl)methyl)phenoxy)-2-methylpropionic acid